COCC(C)([O-])C.COCC(C)([O-])C.COCC(C)([O-])C.COCC(C)([O-])C.[Ce+4] cerium tetra(1-methoxy-2-methyl-2-propanolate)